CS(=O)(=O)C=1N=CC2=C(N1)OC(C=C2)=O 2-methyl-sulfonyl-pyrano[2,3-d]pyrimidin-7-one